[Li+].C(=C)C1=CC=C(C=C1)S(=O)(=O)[O-] 4-vinylbenzenesulphonic acid lithium salt